3-(7-((2-(4-(2-((3r,5r,7r)-adamantan-1-yl)ethyl)piperazin-1-yl)ethyl)amino)-2-methyl-4-oxoquinazolin-3(4H)-yl)piperidine-2,6-dione C12(CC3CC(CC(C1)C3)C2)CCN2CCN(CC2)CCNC2=CC=C3C(N(C(=NC3=C2)C)C2C(NC(CC2)=O)=O)=O